1,3-bis(1-(4-methyl-phenyl)1-lithiohexyl)benzene CC1=CC=C(C=C1)C(CCCCC)([Li])C1=CC(=CC=C1)C(CCCCC)(C1=CC=C(C=C1)C)[Li]